3-hydroxy-2-aminobenzoic acid tert-butyl ester C(C)(C)(C)OC(C1=C(C(=CC=C1)O)N)=O